2-(2-chloro-4-(4-(6-(N-methylcarbamoylamino)-1H-indol-2-yl)phenoxy)phenyl)-N-methyl-1H-indole-6-carboxamide ClC1=C(C=CC(=C1)OC1=CC=C(C=C1)C=1NC2=CC(=CC=C2C1)NC(NC)=O)C=1NC2=CC(=CC=C2C1)C(=O)NC